N-(3-(4-fluoro-1H-pyrazol-1-yl)-4-hydroxyphenyl)-4-methylbenzenesulfonamide FC=1C=NN(C1)C=1C=C(C=CC1O)NS(=O)(=O)C1=CC=C(C=C1)C